C(C)OC(CC(=O)NC=1C=C(C=CC1)N1C=C(C=CC1=O)C(=O)O)OCC 1-[3-(2,2-Diethoxyethylcarbonylamino)phenyl]-6-oxo-pyridine-3-carboxylic acid